N-[3-[7-[(1,3-dimethyl-1H-pyrazol-5-yl)amino]-1,4-dihydro-1-methyl-2-oxopyrimido[4,5-d]pyrimidin-3(2H)-yl]-4-methylphenyl]-3-(trifluoromethyl)benzamide CN1N=C(C=C1NC1=NC=C2C(=N1)N(C(N(C2)C=2C=C(C=CC2C)NC(C2=CC(=CC=C2)C(F)(F)F)=O)=O)C)C